(R)-2-(morpholin-3-yl)ethan-1-ol N1[C@@H](COCC1)CCO